(2,2-diphenylethyl)-5-hydroxy-1-methyl-6-oxo-1,6-dihydropyrimidine-4-carboxylic acid methyl ester COC(=O)C=1N=C(N(C(C1O)=O)C)CC(C1=CC=CC=C1)C1=CC=CC=C1